(3s,4r)-4-[2-(5-cyclopropyl-4,7-difluoro-3,3-dimethyl-2-oxoindol-1-yl)acetamido]-3-(trifluoromethyl)pentanoic acid C1(CC1)C=1C(=C2C(C(N(C2=C(C1)F)CC(=O)N[C@@H]([C@H](CC(=O)O)C(F)(F)F)C)=O)(C)C)F